COC=1C(=CC2=C(N=C(S2)NC(C(OC2=C(C=CC=C2)I)C2=CC=C(C=C2)S(=O)(=O)CC)=O)C1)OC N-(5,6-Dimethoxy-benzothiazol-2-yl)-2-(4-ethanesulfonyl-phenyl)-2-(2-iodo-phenoxy)-acetamide